tert-butyl-(S)-2-(((S)-1-cyano-2-(3-fluoro-4'-((4-methylpiperazin-1-yl)methyl)-[1,1'-biphenyl]-4-yl)ethyl)carbamoyl)-1,4-oxazepane-4-carboxylate C(C)(C)(C)OC(=O)N1C[C@H](OCCC1)C(N[C@@H](CC1=C(C=C(C=C1)C1=CC=C(C=C1)CN1CCN(CC1)C)F)C#N)=O